(2R,3R)-2-methyl-3-{[4-(trifluoromethyl)benzenesulfonyl]oxy}azetidine-1-carboxylic acid tert-butyl ester C(C)(C)(C)OC(=O)N1[C@@H]([C@@H](C1)OS(=O)(=O)C1=CC=C(C=C1)C(F)(F)F)C